[C@H]1([C@H](C1)B1OC(C(O1)(C)C)(C)C)C1CC1 |r| racemic-2-((1S,2S)-[1,1'-bi(cyclopropan)]-2-yl)-4,4,5,5-tetramethyl-1,3,2-dioxaborolane